(3S)-3-[[(4-[[(4-nitrophenoxy)carbonyl]amino]phenyl)carbamoyl]amino]-3-{3-[({3-[(propylcarbamoyl)amino]phenyl}sulfonyl)amino]phenyl}propanoic acid [N+](=O)([O-])C1=CC=C(OC(=O)NC2=CC=C(C=C2)NC(=O)N[C@@H](CC(=O)O)C2=CC(=CC=C2)NS(=O)(=O)C2=CC(=CC=C2)NC(NCCC)=O)C=C1